N-(2-((tert-butyldiphenylsilyl)oxy)-3,3,3-trifluoropropyl)-6-(4-chlorophenyl)-8-(1-methyl-1H-pyrazol-4-yl)-[1,2,4]triazolo[1,5-a]pyrazin-2-amine [Si](C1=CC=CC=C1)(C1=CC=CC=C1)(C(C)(C)C)OC(CNC1=NN2C(C(=NC(=C2)C2=CC=C(C=C2)Cl)C=2C=NN(C2)C)=N1)C(F)(F)F